4-(2-(ethoxycarbonyl)phenyl)-6-(2-methoxyethyl)-isoindoline-2-carboxylic acid tert-butyl ester C(C)(C)(C)OC(=O)N1CC2=CC(=CC(=C2C1)C1=C(C=CC=C1)C(=O)OCC)CCOC